O1CC(CCC1)CO (tetrahydro-2H-pyran-3-yl)methanol